ClC1=CC=C2C(=CNC2=C1Cl)S(=O)(=O)NC1=NC=C(C(=N1)OC)CC(F)F 6,7-dichloro-N-[5-(2,2-difluoroethyl)-4-methoxy-pyrimidin-2-yl]-1H-indole-3-sulfonamide